(piperazine-2-carbonyl)-L-alanine methyl ester COC([C@@H](NC(=O)C1NCCNC1)C)=O